N-(N-L-Glutamyl-L-Cysteinyl)Glycin N[C@@H](CCC(=O)O)C(=O)N[C@@H](CS)C(=O)NCC(=O)O